t-butyl-dimethyl-((1-(8-(4,4,5,5-tetramethyl-1,3,2-dioxaborolane-2-yl)naphthalen-1-yl)propan-2-yl)oxy)silane C(C)(C)(C)[Si](OC(CC1=CC=CC2=CC=CC(=C12)B1OC(C(O1)(C)C)(C)C)C)(C)C